biscyclopentadienyltin(II) C1(C=CC=C1)[Sn]C1C=CC=C1